CC1=NC(=NC(=C1)C)N1C[C@@H]2[C@H](CC1)CNC2 (3aR,7aS)-5-(4,6-dimethylpyrimidin-2-yl)octahydro-1H-pyrrolo[3,4-c]pyridine